Cl.C(C)C=1N=C2N(C=C(C=C2)C=2C=NC(=CC2)N2CCN(CC2)C(=O)C2CN(C2)C)C1N(C=1SC(=C(N1)C1=CC=C(C=C1)F)C#N)C 2-((2-ethyl-6-(6-(4-(1-methylazetidine-3-carbonyl)piperazin-1-yl)pyridin-3-yl)imidazo[1,2-a]pyridin-3-yl)(methyl)amino)-4-(4-fluorophenyl)thiazole-5-carbonitrile hydrochloride